N-{3-[(5-bromo-2-chloropyrimidin-4-yl)amino]quinolin-4-yl}methanesulfonamide BrC=1C(=NC(=NC1)Cl)NC=1C=NC2=CC=CC=C2C1NS(=O)(=O)C